Tert-butyl 4-(3-methyl-4-(4,4,5,5-tetramethyl-1,3,2-dioxaborolan-2-yl)phenyl)piperazine-1-carboxylate CC=1C=C(C=CC1B1OC(C(O1)(C)C)(C)C)N1CCN(CC1)C(=O)OC(C)(C)C